tert-butyl 4-((5-chloro-3-nitropyridin-2-yl) amino)-3,3-dimethylpiperidine-1-carboxylate ClC=1C=C(C(=NC1)NC1C(CN(CC1)C(=O)OC(C)(C)C)(C)C)[N+](=O)[O-]